C12CNCC(CC1)N2CCC[C@H](C(C)C)N2CC(C2)C=2C=C(C=1N(C2)C(=NC1)C)C1=C(C(=O)N(C(C)C)CC)C=C(C=C1)F 2-(6-{1-[(3R)-6-{3,8-diazabicyclo[3.2.1]oct-8-yl}-2-methylhexan-3-yl]azetidin-3-yl}-3-methylimidazo[1,5-a]pyridin-8-yl)-N-ethyl-5-fluoro-N-(isopropyl)benzamide